C(C#C)N1CCC(CC1)C(=O)N 1-(Prop-2-yn-1-yl)piperidine-4-carboxamide